3-((2-((4-Amino-3-(4-hydroxyphenyl)-1H-pyrazolo[3,4-d]pyrimidin-1-yl)methyl)-5-ethynyl-4-oxo-quinazolin-3(4H)-yl)methyl)benzonitrile NC1=C2C(=NC=N1)N(N=C2C2=CC=C(C=C2)O)CC2=NC1=CC=CC(=C1C(N2CC=2C=C(C#N)C=CC2)=O)C#C